N-[6-(5-chloro-1,3-benzoxazol-2-yl)spiro[3.3]heptane-2-yl]-5-isopropyl-furan-2-carboxamide ClC=1C=CC2=C(N=C(O2)C2CC3(CC(C3)NC(=O)C=3OC(=CC3)C(C)C)C2)C1